C(C=C)(=O)N1[C@H](CN(CC1)C1=NC(=NC=2C[C@H](CCC12)N1CCC2=CC=C(C=C12)O)OC[C@H]1N(CCC1)C)CC#N 2-((S)-1-Acryloyl-4-((S)-7-(6-hydroxyindolin-1-yl)-2-(((S)-1-methylpyrrolidin-2-yl)methoxy)-5,6,7,8-tetrahydroquinazolin-4-yl)piperazin-2-yl)acetonitrile